Cl.FC=1C=CC(=C(C1)C=1CCNCC1)C(F)(F)F 4-(5-fluoro-2-(trifluoromethyl)phenyl)-1,2,3,6-tetrahydropyridine Hydrochloride